FC1=C(C(=O)OC)C=C(C(=C1)\C=C/CC(=O)OC)[N+](=O)[O-] methyl (Z)-2-fluoro-4-(4-methoxy-4-oxobut-1-en-1-yl)-5-nitrobenzoate